4-(aminomethyl)-2,6-difluorobenzamidine NCC1=CC(=C(C(=N)N)C(=C1)F)F